2-(4,4-difluorocyclohexyl)-1-(2-(3-methyl-3,8-diazabicyclo[3.2.1]octan-8-yl)-5,7-dihydro-6H-pyrrolo[3,4-b]pyridin-6-yl)ethan-1-one FC1(CCC(CC1)CC(=O)N1CC2=NC(=CC=C2C1)N1C2CN(CC1CC2)C)F